C1=CC=C2C(=C1)C=CC=C2N=C(N)N=C(N)N naphthyl-biguanide